methyl (R)-6-chloro-3-((1-(2-cyclobutyl-3,6-dimethyl-4-oxo-3,4-dihydroquinazolin-8-yl)ethyl)amino)picolinate ClC1=CC=C(C(=N1)C(=O)OC)N[C@H](C)C=1C=C(C=C2C(N(C(=NC12)C1CCC1)C)=O)C